4-(2-{5-[1-(3,4-dimethylphenyl)-1H-pyrazolo[4,3-c]quinolin-3-yl]-2-methoxyphenoxy}ethyl)morpholine CC=1C=C(C=CC1C)N1N=C(C=2C=NC=3C=CC=CC3C21)C=2C=CC(=C(OCCN1CCOCC1)C2)OC